ClCC1=C(C=CC=C1)\C(\C(=O)OC)=N/OC methyl (2E)-2-[2-(chloromethyl)phenyl]-2-methoxyimino-acetate